amino mercaptan compound with glyoxylic acid C(C=O)(=O)O.NS